6-bromo-1-cyclopropyl-4-fluoro-1H-indole-2-carboxylic acid BrC1=CC(=C2C=C(N(C2=C1)C1CC1)C(=O)O)F